C(C)(C)(C)OC(=O)N(C1=C(C=C(C=N1)C=1C=C2C(=NC=NC2=CC1)N1CCNCC1)[N+](=O)[O-])C 4-(6-(6-((tert-butoxycarbonyl)(methyl)amino)-5-nitropyridin-3-yl)quinazolin-4-yl)piperazine